1-decyl-1-butylpiperidinium chloride [Cl-].C(CCCCCCCCC)[N+]1(CCCCC1)CCCC